6-methoxy-N2-(1-methylpiperidin-4-yl)pyrido[2,3-d]pyrimidine-2,4-diamine COC1=CC2=C(N=C(N=C2N)NC2CCN(CC2)C)N=C1